C(C)[N+](CC)(CC)CC.C(C)[N+](CC)(CC)CC.[Zn+2] zinc (II) bis(tetraethylammonium)